ClC=1C(N(C(=CC1[C@@H]1[C@H](C1)B1OC(C(O1)(C)C)(C)C)C)C1=C(C(=NC=C1C)C=1C(=C(C(=O)NC2CC2)C=CC1)F)F)=O 3-(3-chloro-3'-fluoro-5',6-dimethyl-2-oxo-4-((1S,2S)-2-(4,4,5,5-tetramethyl-1,3,2-dioxaborolan-2-yl)cyclopropyl)-2H-[1,4'-bipyridin]-2'-yl)-N-cyclopropyl-2-fluorobenzamide